2-(4-(2-(((S)-((R)-5-cyano-1,2,3,4-tetrahydroquinolin-3-yl)(phenyl)methyl)amino)ethyl)-3-methoxyphenyl)acetic acid C(#N)C1=C2C[C@H](CNC2=CC=C1)[C@@H](C1=CC=CC=C1)NCCC1=C(C=C(C=C1)CC(=O)O)OC